FC1=CC=C(C=C1)N1C=C(C2=NC=C(C=C21)C(=O)N[C@@]2(CS(CC2)(=O)=O)C)C2=CC=NN2C (S)-1-(4-fluorophenyl)-N-(3-methyl-1,1-dioxidotetrahydrothiophen-3-yl)-3-(1-methyl-1H-pyrazol-5-yl)-1H-pyrrolo[3,2-b]pyridine-6-carboxamide